2-(1H-indol-5-yl)acetonitrile N1C=CC2=CC(=CC=C12)CC#N